rel-5-[[2-[(2S,5R)-2-(3,4-dichlorophenyl)-5-methyl-1-piperidyl]-2-oxo-acetyl]amino]pyridine-3-carboxamide ClC=1C=C(C=CC1Cl)[C@H]1N(C[C@@H](CC1)C)C(C(=O)NC=1C=C(C=NC1)C(=O)N)=O |o1:8,11|